C1(CCCC1)N1CCC(CC1)NC1=NC(=NC2=CC(=C(C=C12)OC)OC)NCCNC(C=C)=O N-(2-((4-((1-cyclopentylpiperidin-4-yl)amino)-6,7-dimethoxyquinazolin-2-yl)amino)ethyl)acrylamide